O1N=C(N=C1)CN=S(=O)(CC=1N=C2N(C=C(C=C2)C2=NOC(=N2)C(F)(F)F)C1)C (((1,2,4-oxadiazol-3-yl)methyl)imino)(methyl)((6-(5-(trifluoromethyl)-1,2,4-oxadiazol-3-yl)imidazo[1,2-a]pyridin-2-yl)methyl)-λ6-sulfanone